BrC1=C2CCC(C2=CC(=C1)Cl)O 4-bromo-6-chloro-2,3-dihydro-1H-inden-1-ol